CCCCCCCCCCCCCC/C=C\OC[C@H](COP(=O)(O)OC[C@@H](C(=O)O)N)OC(=O)CCCCCCCCC/C=C\CCCCCCCC 1-(1Z-hexadecenyl)-2-(11Z-eicosenoyl)-glycero-3-phosphoserine